3''-Methyl-1''-phenyldispiro[cyclopentane-1,3'-indoline-2',4''-pyrazol]-5''(1''H)-one CC1=NN(C(C12NC1=CC=CC=C1C21CCCC1)=O)C1=CC=CC=C1